(4-((4-(1-(tert-butyl)-1H-pyrazol-4-yl)-5-chloropyrimidin-2-yl)amino)-3-methoxyphenyl)(4-methylpiperazin-1-yl)methanone C(C)(C)(C)N1N=CC(=C1)C1=NC(=NC=C1Cl)NC1=C(C=C(C=C1)C(=O)N1CCN(CC1)C)OC